N\C(\C(=O)OCC)=N/N1C(CCC1=O)C1=C(C=CC=C1)F (Z)-ethyl 2-amino-2-((2-(2-fluorophenyl)-5-oxopyrrolidin-1-yl)imino)acetate